(1-(2,7-dichloro-8-fluoropyrido[4,3-d]pyrimidin-4-yl)pyrrolidin-3-yl)methanol ClC=1N=C(C2=C(N1)C(=C(N=C2)Cl)F)N2CC(CC2)CO